C(C)(C)(C)N1N=C(C(=C1C)O)C1=CC(=CC=C1)C(C)(C)C 1-(tert-Butyl)-5-methyl-3-(3-(tert-Butyl)phenyl)-pyrazol-4-ol